P(O)(=O)(OP(=O)(O)OP(=O)(O)O)OC[C@@H]1[C@H]([C@]([C@@H](O1)N1C(=O)NC(=O)C(=C1)C)(O)OC)O 2'-methoxy-5-methyl-uridine triphosphate